C(C)(C)(C)OC(=O)N[C@H](C(=O)OC)CO methyl (2S)-2-[(tert-butoxycarbonyl)amino]-3-hydroxypropanoate